(R)-3-((R)-(((R or S)-2-(1-methyl-1H-pyrazol-4-yl)propyl)amino)(phenyl)methyl)-1,2,3,4-tetrahydroquinoxaline-5-carbonitrile CN1N=CC(=C1)[C@H](CN[C@@H]([C@H]1CNC=2C=CC=C(C2N1)C#N)C1=CC=CC=C1)C |o1:6|